BrC=1C(=NC=CC1NC(C(C)(C)C)=O)Cl N-(3-Bromo-2-chloropyridin-4-yl)-2,2-dimethylpropanamide